CC(C(=O)O)(C)SC1=CC=C(C=C1)C(\C=C\C1=CC=C(C=C1)SC)=O 2-Methyl-2-[4-[(E)-3-(4-methylsulfanylphenyl)prop-2-enoyl]phenyl]sulfanylpropanoic acid